CC1=CC=C(C=C1)C1=NN=C(S1)S 5-p-methylphenyl-2-mercapto-1,3,4-thiadiazole